((S)-1-phenylethyl)-6-(thiophen-3-yl)-2,3,4,9-tetrahydro-1H-carbazol-1-amine C1(=CC=CC=C1)[C@H](C)C1(CCCC=2C3=CC(=CC=C3NC12)C1=CSC=C1)N